N-(5-(difluoromethoxy)-1H-pyrazol-3-yl)-6-(((2R,4S)-1,2-dimethylpiperidin-4-yl)oxy)pyrazin-2-amine FC(OC1=CC(=NN1)NC1=NC(=CN=C1)O[C@@H]1C[C@H](N(CC1)C)C)F